CC1=C(OC2=CC=C(C=C2)S(=O)(=O)C2=CC=C(C=C2)OC2=C(C=C(C=C2)N)C)C=CC(=C1)N bis[4-(2-methyl-4-aminophenoxy) phenyl] sulfone